N1C=NC2=C1C=CC(=C2)N2C(C1=CC=CC=C1C2C2=CC=CC=C2)=O 2-(1H-benzo[d]imidazol-5-yl)-3-phenylisoindolin-1-one